1-isopropyl-1H-pyrazolo[3,4-d]pyrimidine-4,6-diamine C(C)(C)N1N=CC=2C1=NC(=NC2N)N